N-((3-methyl-1-phenyl-1H-pyrazol-5-yl)oxy)methylstearamide CC1=NN(C(=C1)OCNC(CCCCCCCCCCCCCCCCC)=O)C1=CC=CC=C1